[N+](=O)([O-])C1=CC=C(C(=O)O[C@H]2[C@H](CCCC2)N2N=C(C(=C2)NC(=O)C=2C=NN3C2N=CC=C3)C3=C(C=CC(=C3)Cl)OC)C=C1 |r| (1R,2S)- and (1S,2R)-2-(3-(5-chloro-2-methoxyphenyl)-4-(pyrazolo[1,5-a]pyrimidine-3-carboxamido)-1H-pyrazol-1-yl)cyclohexyl 4-nitrobenzoate